lauryl-diethylaminoglycine C(CCCCCCCCCCC)N(CC(=O)O)N(CC)CC